2-(5-fluoro-2-((4-methoxybenzyl)oxy)phenyl)propan-2-amine FC=1C=CC(=C(C1)C(C)(C)N)OCC1=CC=C(C=C1)OC